sulfinatoacetic acid S(=O)([O-])CC(=O)O